C(#C)C1=CC=C(C=C1)[C@H](C)NC(=O)[C@H]1N(C[C@@H](C1)O)C([C@H](C(CC(=O)O)(C)C)NC(=O)OC1=CC=CC=C1)=O (4S)-5-[(2S,4R)-2-[[(1S)-1-(4-ethynylphenyl)ethyl]carbamoyl]-4-hydroxy-pyrrolidin-1-yl]-3,3-dimethyl-5-oxo-4-(phenoxycarbonylamino)pentanoic acid